[Cu](Cl)Cl Copper Chloride